FC1C(CNC1)NC(=O)[C@H]1CN(C[C@H](O1)C)C1=C2C=CC=NC2=C(C=C1)I (2R,6R)-N-[4-fluoropyrrolidin-3-yl]-4-(8-iodo-5-quinolyl)-6-methyl-morpholine-2-carboxamide